[1,3]thiazolo[4,5-e]isoindol N1=CSC2=C1C1=CNC=C1C=C2